C1(CC1)NC(=O)C=1C=CC(=C(C1)B(O)O)F 5-(cyclopropylcarbamoyl)-2-fluorophenyl-boronic acid